FC1(S(=O)(=O)C(CC1(CF)F)F)F 2,2,3,5-tetrafluoro-3-(fluoromethyl)sulfolane